CN1N=C(N=C1)C1=CC=C(C=C1)NC(OC(C)(C)C)=O tert-butyl (4-(1-methyl-1H-1,2,4-triazol-3-yl)phenyl)carbamate